N-(2-((3-methoxyphenyl)selanyl)-6-methylphenethyl)picolinamide COC=1C=C(C=CC1)[Se]C1=C(CCNC(C2=NC=CC=C2)=O)C(=CC=C1)C